C1CCC2=C(C=CC=C12)C1=C(C=C2C(=N1)C(=NN2CC2=CC=C(C=C2)OC)C=2C=NN(C2)C2CCNCC2)OC 5-(2,3-dihydro-1H-inden-4-yl)-6-methoxy-1-(4-methoxybenzyl)-3-(1-(piperidin-4-yl)-1H-pyrazol-4-yl)-1H-pyrazolo[4,3-b]Pyridine